3-(5-(((1r,2r)-2-hydroxycyclohexyl)oxy)-1-oxoisoindolin-2-yl)piperidine-2,6-dione O[C@H]1[C@@H](CCCC1)OC=1C=C2CN(C(C2=CC1)=O)C1C(NC(CC1)=O)=O